methyl 4-(phenylethynyl)phenyl carbonate C(OC)(OC1=CC=C(C=C1)C#CC1=CC=CC=C1)=O